NC=1N=C(SC1C(C1=CC=C(C=C1)OC)=O)N(C1=CC=C(C=C1)C(F)F)C(C(=O)N)C [N-[4-Amino-5-(4-methoxybenzoyl)thiazol-2-yl]-4-(difluoromethyl)anilino]propanamid